2-[[3-methoxy-5-(4,4,5,5-tetramethyl-1,3,2-dioxaborolan-2-yl)-2-pyridyl]oxymethyl]-6,7-dihydro-4H-pyrazolo[5,1-c][1,4]oxazine COC=1C(=NC=C(C1)B1OC(C(O1)(C)C)(C)C)OCC1=NN2C(COCC2)=C1